C(C)(C)C1=CN(C2=NC=C(C(=C21)OCCC)N)S(=O)(=O)C2=CC=C(C)C=C2 3-isopropyl-4-propoxy-1-tosyl-1H-pyrrolo[2,3-b]pyridin-5-amine